(4-(((tert-butyldimethylsilyl)oxy)methyl)phenyl)pyridine-2,3-diamine [Si](C)(C)(C(C)(C)C)OCC1=CC=C(C=C1)C1=C(C(=NC=C1)N)N